CC(CC(=O)N1CCC(CC1)CN1C[C@@H](C([C@@H](C1)O)O)O)(C)C 3,3-dimethyl-1-(4-(((3s,4r,5r)-3,4,5-trihydroxypiperidin-1-yl)methyl)piperidin-1-yl)butan-1-one